N-(1-cyanocyclopropyl)pyridine-2-carboxamide tert-butyl-(S)-(2-(4-(hydroxymethyl)phenyl)-3-(isoquinolin-6-ylamino)-3-oxopropyl)carbamate C(C)(C)(C)N(C(O)=O)C[C@@H](C(=O)NC=1C=C2C=CN=CC2=CC1)C1=CC=C(C=C1)CO.C(#N)C1(CC1)NC(=O)C1=NC=CC=C1